(L-3-trans-(propylcarbamoyl)oxirane-2-carbonyl)-L-isoleucyl-L-proline C(CC)NC(=O)C1(OC1)C(=O)N[C@@H]([C@@H](C)CC)C(=O)N1[C@@H](CCC1)C(=O)O